Cl.FC1=C(C=CC(=C1C)OC1=CC2=C(N(N=N2)C)C=C1)NC=1C2=C(N=CN1)C=CC(=N2)N2CCNCC2 N-[2-fluoro-3-methyl-4-(1-methylbenzotriazol-5-yl)oxy-phenyl]-6-piperazin-1-yl-pyrido[3,2-d]pyrimidin-4-amine hydrochloride